ClC1=NC(=C2N=CN(C2=N1)CC)N1C[C@H](N(C[C@@H]1C)C(=O)OC(C)(C)C)C tert-butyl (2R,5S)-4-(2-chloro-9-ethyl-9H-purin-6-yl)-2,5-dimethylpiperazine-1-carboxylate